C(C#CC)(=O)N1[C@@H](C[C@H](CC1)N1N=CC=2C(=NC=3C(=C(C(=CC3C21)Cl)C2=C1C=NNC1=CC(=C2C)Cl)F)N2CC(C2)N(C)C)CC#N ((2S,4S)-1-(but-2-ynoyl)-4-(8-chloro-7-(6-chloro-5-methyl-1H-indazol-4-yl)-4-(3-(dimethylamino)azetidin-1-yl)-6-fluoro-1H-pyrazolo[4,3-c]quinolin-1-yl)piperidin-2-yl)acetonitrile